C1(=CC=CC=C1)C=1C=CC=2N(C1)N=CC2N2CCN(CC2)C(=O)OC(C)(C)C tert-butyl 4-(6-phenylpyrazolo[1,5-a]pyridin-3-yl)piperazine-1-carboxylate